FC=1C=C(C=CC1S(=O)(=O)C)C1=NC2=C(N1)C=C(C=C2C)C2CCN(CC2)C2CCN(CC2)CC(C)C 2-(3-fluoro-4-(methylsulfonyl)phenyl)-6-(1'-isobutyl-[1,4'-bipiperidin]-4-yl)-4-methyl-1H-benzo[d]imidazole